C(C)(C)(C)OC(NC1(CCN(CC1)C1=NC(=CC(=C1)C#N)C)C)=O (1-(4-cyano-6-methylpyridin-2-yl)-4-methylpiperidin-4-yl)carbamic acid tert-butyl ester